5-amino-3-methylpentan-1-ol NCCC(CCO)C